CC(C)(C)OC(=O)C1=NC(=NN1C(C)C)CN1CCOCC1.NCCNCCN1CCN(CC1)CCN N1-(2-aminoethyl)-1,4-piperazinediethylamine 1,1-Dimethylethyl-1-(1-methylethyl)-3-(4-morpholinylmethyl)-1H-1,2,4-triazole-5-carboxylate